(S)-2-(6-(5,6-dimethoxy-1H-benzo[d]imidazol-1-yl)-3-(1-hydroxyethyl)pyridin-2-yl)benzamide Methyl-2-(5-chloropyridin-2-yl)-6-isopropyl-3-oxo-2,3-dihydropyridazine-4-carboxylate COC(=O)C=1C(N(N=C(C1)C(C)C)C1=NC=C(C=C1)Cl)=O.COC1=CC2=C(N(C=N2)C2=CC=C(C(=N2)C2=C(C(=O)N)C=CC=C2)[C@H](C)O)C=C1OC